C(=C)C1=CC=2N(C=C1)C(=NN2)[C@@H]2C[C@@H](CCC2)NC(OC(C)(C)C)=O tert-butyl N-[(1R,3S)-3-(7-vinyl-[1,2,4]triazolo[4,3-a]pyridin-3-yl)cyclohexyl]carbamate